BrC1=C(NC=2C=CN=C(C2C1=O)C#N)C1=C(C=C(C=C1)C(C)(C)C)C 3-bromo-2-(4-tert-butyl-2-methyl-phenyl)-4-oxo-1H-1,6-naphthyridine-5-carbonitrile